C1(CC12CCN(CC2)C(=O)OC(C)(C)C)C(=O)OCC 6-tert-butyl 1-ethyl 6-azaspiro[2.5]octane-1,6-dicarboxylate